C(C)S(=O)(=O)C=1C(=NC=C(C1)C1=CC=C(C=C1)F)C1=NOCCN1C1=NC=C(C=C1)C(F)(F)F 3-(3-(ethylsulfonyl)-5-(4-fluorophenyl)pyridin-2-yl)-4-(5-(trifluoromethyl)pyridin-2-yl)-5,6-dihydro-4H-1,2,4-oxadiazine